3-(3-Chloro-4-fluorophenyl)-1-(6-methoxypyridin-3-yl)-1-((4,5,6,7-tetrahydro-1H-4,7-methanoindazol-3-yl)methyl)urea ClC=1C=C(C=CC1F)NC(N(CC1=NNC=2C3CCC(C12)C3)C=3C=NC(=CC3)OC)=O